C[Si](C1=CC=C(C=C1)C(CC(=O)O)CC(=O)O)(C)C 3-(4-trimethylsilyl-phenyl)-glutaric acid